2-[9-(pyridin-2-yl)-6-oxaspiro[4.5]decan-9-yl]acetic acid N1=C(C=CC=C1)C1(CCOC2(CCCC2)C1)CC(=O)O